CC12CC3(CC(CC(C1)(C3)C)C2)N 3,5-dimethyladamantane-1-amine